[2-[6-[1-(1-tert-butoxycarbonyl-4-piperidyl)pyrazol-4-yl]-4-fluoro-1-oxo-isoindolin-2-yl]-2-(6,7-dihydro-5H-pyrrolo[1,2-c]imidazol-1-yl)acetyl]oxylithium C(C)(C)(C)OC(=O)N1CCC(CC1)N1N=CC(=C1)C1=CC(=C2CN(C(C2=C1)=O)C(C(=O)O[Li])C1=C2N(C=N1)CCC2)F